5-(4,4,5,5-tetramethyl-1,3,2-dioxaborolan-2-yl)-1-trityl-1H-indazol-3-amine CC1(OB(OC1(C)C)C=1C=C2C(=NN(C2=CC1)C(C1=CC=CC=C1)(C1=CC=CC=C1)C1=CC=CC=C1)N)C